BrC1=CC=C(C=C1)CCC1C2C=CC(C1)C2 5-(4-bromophenyl-ethyl)bicyclo[2.2.1]hept-2-ene